9-(p-methoxyphenyl)acridine COC1=CC=C(C=C1)C=1C2=CC=CC=C2N=C2C=CC=CC12